(1S,2S)-N-(6-(7-(dimethylamino)-6-fluoro-5-(methylthio)-1H-indazol-4-yl)imidazo[1,2-a]pyrazin-2-yl)-2-fluorocyclopropane-1-carboxamide CN(C=1C(=C(C(=C2C=NNC12)C=1N=CC=2N(C1)C=C(N2)NC(=O)[C@H]2[C@H](C2)F)SC)F)C